[Cl-].C(CCCCCCCCCCCCCCCCCCCCCCCCCC)[N+](C)(C)C heptacosyltrimethylammonium chloride